C(CCCCCCCCC(=O)OC1CC(N(C(C1)(C)C)OC)(C)C)(=O)OC1CC(N(C(C1)(C)C)OC)(C)C bis(1-methoxy-2,2,6,6-tetramethyl-4-piperidyl) sebacate